4-((2-((Dimethylamino)methyl)-7-methoxy-4-methyl-1H-imidazo[4,5-c][1,8]naphthyridin-1-yl)methyl)-2,5-difluorobenzenesulfonamide CN(C)CC=1N(C2=C(C(=NC=3N=C(C=CC23)OC)C)N1)CC1=CC(=C(C=C1F)S(=O)(=O)N)F